C(C)OC1=C(C=C(CC(N)C)C=C1OC)OC 4-ethoxy-3,5-dimethoxy-amphetamine